6-((S)-3-(((R)-1,1-dioxidotetrahydrothiophen-3-yl)amino)-2-(4-((4-(morpholinomethyl)phenyl)ethynyl)phenyl)propyl)-5-hydroxypyrimidin-4(3H)-one O=S1(C[C@@H](CC1)NC[C@@H](CC1=C(C(NC=N1)=O)O)C1=CC=C(C=C1)C#CC1=CC=C(C=C1)CN1CCOCC1)=O